3-(4-(4-isopropyl-5-(8-methyl-[1,2,4]triazolo[1,5-a]pyridin-6-yl)-1H-pyrazole-3-carbonyl)piperazin-1-yl)propanenitrile C(C)(C)C=1C(=NNC1C=1C=C(C=2N(C1)N=CN2)C)C(=O)N2CCN(CC2)CCC#N